C(C)(C)(C)OC(=O)NCC1(CCCCC1)NCC(=O)OCC ethyl (1-(((tert-butoxycarbonyl)amino)methyl)cyclohexyl)glycinate